(E)-N-(4-(1-(4-(1-(5-((2-(2,6-dioxopiperidin-3-yl)-1-oxoisoindolin-4-yl)thio)pentanoyl)piperidin-4-yl)benzoyl)piperidin-4-yl)butyl)-3-(pyridin-3-yl)acrylamide O=C1NC(CCC1N1C(C2=CC=CC(=C2C1)SCCCCC(=O)N1CCC(CC1)C1=CC=C(C(=O)N2CCC(CC2)CCCCNC(\C=C\C=2C=NC=CC2)=O)C=C1)=O)=O